[C-]#N.C(CCCCCCCCCC)[N+]1(CCCCC1)CCCC 1-undecyl-1-butylpiperidinium cyanide